O=C1N(C(C2=CC=CC=C12)=O)CCCCCC1=C(C=C(C=C1F)F)C1=CC(=CC=C1)CC1N(CCC1NS(=O)(=O)CC)C(=O)OC(C)(C)C tert-butyl 2-((2'-(5-(1,3-dioxoisoindolin-2-yl)pentyl)-3',5'-difluoro-[1,1'-biphenyl]-3-yl)methyl)-3-(ethylsulfonamido)pyrrolidine-1-carboxylate